2-(3,4-Dihydro-2H-benzo[b][1,4]dioxepin-7-yl)imidazo[1,2-a]pyrimidine O1C2=C(OCCC1)C=C(C=C2)C=2N=C1N(C=CC=N1)C2